ClC1=C(C(=O)C2=C(C=C(C=C2)[N+](=O)[O-])[N+](=O)[O-])C=CC(=C1)[N+](=O)[O-] (2-chloro-4-nitrobenzoyl)-2,4-dinitrobenzene